8-bromo-6-chloroisoquinolin-1(2H)-one BrC=1C=C(C=C2C=CNC(C12)=O)Cl